C(C=C)(=O)N1[C@@H](CCC1)/C=C/C=1C(=NC=NC1N)C1=C(C(=NC=C1)N1C(C=2N(CC1)C1=C(C2)CC(C1)(C)C)=O)C (S,E)-2-(4-(5-(2-(1-acryloylpyrrolidin-2-yl)vinyl)-6-aminopyrimidin-4-yl)-3-methylpyridin-2-yl)-7,7-dimethyl-3,4,7,8-tetrahydro-2H-cyclopenta[4,5]pyrrolo[1,2-a]pyrazin-1(6H)-one